C(C=CC1=CC=CC=C1)[Si](OCC)(OCC)OCC cinnamyl-triethoxysilane